CN(C1=CC=C(C=C1)N=NC1=CC=C(C(=O)O)C=C1)C 4-(4'-dimethylaminophenylazo)benzoic acid